[Cl-].[Cl-].[Zr+2].CC(C1=C(C=CC=2C3=CC=C(C=C3CC12)C(C)(C)C)C(C)(C)C)(C1C=CC=C1)CCC=C 1-(methyl)-1-(3-butenyl)-1-(cyclopentadienyl)-1-(2,7-di-tert-butylfluorenyl)-methane zirconium dichloride